PYRAZOLO[1,5-A]PYRIMIDIN-3-CARBOXAMID N1=CC(=C2N1C=CC=N2)C(=O)N